C1(=CC=CC2=CC=CC=C12)NCCCC1=CC(=NO1)C(=O)OCC ethyl 5-(3-(naphthalen-1-ylamino)propyl)isoxazole-3-carboxylate